ClC1=NC=C(C(=N1)OCC1=CC=C(C=C1)C=1N(C=C(N1)C(F)(F)F)C)OC(C)C 2-Chloro-5-isopropoxy-4-[[4-[1-methyl-4-(trifluoromethyl)imidazol-2-yl]phenyl]methoxy]pyrimidine